2'-O-methoxyethyl-5-methyl-uridine COCCO[C@H]1[C@@H](O[C@@H]([C@H]1O)CO)N1C(=O)NC(=O)C(=C1)C